2-{[methoxycarbonylmethyl-(4-methylphenylsulfonyl)-amino]-methyl}-6-(3-methoxy-phenyl)-nicotinic acid methyl ester COC(C1=C(N=C(C=C1)C1=CC(=CC=C1)OC)CN(S(=O)(=O)C1=CC=C(C=C1)C)CC(=O)OC)=O